(3,4-Dichlorophenyl)(5-fluoro-5,6,9,10-tetrahydro-4H-[1,2]oxazolo[3,4-c]pyrido[4',3':3,4]-pyrazolo[1,5-a]azepin-11(12H)-yl)methanone ClC=1C=C(C=CC1Cl)C(=O)N1CC=2C(=NN3C2C=2C(CC(C3)F)=CON2)CC1